5-(3-(((1H-indol-5-yl)methyl)sulfonyl)-5-morpholinophenyl)pyrimidin-2-amine N1C=CC2=CC(=CC=C12)CS(=O)(=O)C=1C=C(C=C(C1)N1CCOCC1)C=1C=NC(=NC1)N